ketomorpholone O=C1C(NCCO1)=O